OC1=C(C=C(C=C1OC)[C@@H]1OC[C@H](C1)CC1=CC(=C(C(=C1)OC)OC)OC)OC tetrahydro-2-(4-hydroxy-3',5'-dimethoxyphenyl)-4-[(3'',4'',5''-trimethoxyphenyl)methyl]-(2R,3S,4S)-furan